BrC1=C(C=C(C(=C1)Cl)OC)C(C)=O 1-(2-bromo-4-chloro-5-methoxyphenyl)ethanone